N-(4-(7-(3-(2,4-dioxotetrahydropyrimidin-1(2H)-yl)-benzoyl)-2,7-diazaspiro[3.5]non-2-yl)piperidin-1-yl)-3-methoxybenzamide O=C1N(CCC(N1)=O)C=1C=C(C(=O)N2CCC3(CN(C3)C3CCN(CC3)NC(C3=CC(=CC=C3)OC)=O)CC2)C=CC1